4-phenyldibenzo[b,d]Thiophene C1(=CC=CC=C1)C1=CC=CC2=C1SC1=C2C=CC=C1